The molecule is a member of the class of pyranopyrroles with formula C18H23NO4, originally isolated from Aspergillus niger. It has a role as an Aspergillus metabolite and a marine metabolite. It is a gamma-lactam, an enol, a pyranopyrrole and a cyclic ketone. CCCCC/C=C/C=C/C1=C(C(=O)C2=C(O1)C(N(C2=O)C)C)O